O1C(OCCC1)CCC(C1=CN(C(C(=C1)C(F)(F)F)=O)CC1=CC=C(C=C1)OC)NS(=O)C(C)(C)C N-(3-(1,3-dioxan-2-yl)-1-(1-(4-methoxybenzyl)-6-oxo-5-(trifluoromethyl)-1,6-dihydropyridin-3-yl)propyl)-2-methylpropane-2-sulfinamide